ClC=1C=C(C=CC1)C1=NNC2=NC(=CN=C21)N2CCC(CC2)(C)NC(OCC2=CC=CC=C2)=O benzyl (1-(3-(3-chlorophenyl)-1H-pyrazolo[3,4-b]pyrazin-6-yl)-4-methylpiperidin-4-yl)carbamate